dimethylolphosphonic acid C(O)OP(OCO)=O